CN1[C@@H]([C@H](CCCC1)C1=CC=2C(=NC=CC2NC=2C=CC3=C(N=CS3)C2)S1)C N-(2-((2R,3S)-1,2-dimethylazepan-3-yl)thieno[2,3-b]pyridin-4-yl)benzo[d]thiazol-5-amine